6-[(1-methyl-1H-indazol-5-yl)amino]-1-{6-[(3R)-piperidin-3-yloxy]pyridin-2-yl}-2-(prop-2-en-1-yl)-1H,2H,3H-pyrazolo[3,4-d]pyrimidin-3-one CN1N=CC2=CC(=CC=C12)NC1=NC=C2C(=N1)N(N(C2=O)CC=C)C2=NC(=CC=C2)O[C@H]2CNCCC2